C(C)(=O)N[C@](CC)(O)C1=CC=CC=C1 (R)-acetamidophenylpropanol